COC(=O)C=1C=CC2=C(C=C(O2)CO[Si](C)(C)C(C)(C)C)C1 2-(((tert-Butyldimethylsilyl)oxy)methyl)benzofuran-5-carboxylic acid methyl ester